CN1C(=C2C(=NC(=N2)Cl)N(C1=O)C)[O-].C[NH+](C)CCOC(C1=CC=CC=C1)C2=CC=CC=C2 The molecule is the diphenhydramine salt of 8-chlorotheophylline. Its effects are similar to those of diphenhydramine, but it is less potent. It was thought that by combining the antiemetic effects of diphenhydramine with the mild stimulant effects of 8-chlorotheophyline, the extreme drowsiness induced by the former would be mitigated. However, the sedation caused by diphenhydramine is considerably stronger than the stimulation caused by 8-chlorotheophylline. Dimenhydrinate is used mainly as an antiemetic in the prevention and treatment of motion sickness. It has a role as a H1-receptor antagonist and an antiemetic. It contains a diphenhydramine and an 8-chlorotheophylline(1-).